C(=O)[O-].[Mg+2].O.C(=O)[O-] water magnesium formate